3-(2-(2-hydroxyethyl)-2H-tetrazol-5-yl)-N-methyl-4-((4-(trifluoromethyl)phenyl)amino)benzenesulfonamide OCCN1N=C(N=N1)C=1C=C(C=CC1NC1=CC=C(C=C1)C(F)(F)F)S(=O)(=O)NC